sodium p-phenylbenzenesulfinate C1(=CC=CC=C1)C1=CC=C(C=C1)S(=O)[O-].[Na+]